tert-butyl 4-(2-chloroacetyl)-1,4-diazepane-1-carboxylate ClCC(=O)N1CCN(CCC1)C(=O)OC(C)(C)C